FC1=CC=C(C(=N1)C)C1N=C(NC(=C1C(=O)OCC)C)C=1SC=CN1 ethyl 4-(6-fluoro-2-methylpyridin-3-yl)-6-methyl-2-(thiazol-2-yl)-1,4-dihydropyrimidine-5-carboxylate